4-(3-aminophenyl)-N-(3-(methylsulfonamido)phenyl)thiophene-2-carboxamide NC=1C=C(C=CC1)C=1C=C(SC1)C(=O)NC1=CC(=CC=C1)NS(=O)(=O)C